S1(CCNC2=C1C=CC=C2)(=O)=O 3,4-dihydro-2H-1λ6,4-benzothiazine 1,1-dioxide